FC1=CC=C(CN2CCN(CC2)S(=O)(=O)N2C3(CN(CC2CC3)C(=O)OCCOC)C(NO)=O)C=C1 2-methoxyethyl 8-((4-(4-fluorobenzyl)piperazin-1-yl)sulfonyl)-1-(hydroxycarbamoyl)-3,8-diazabicyclo[3.2.1]octane-3-carboxylate